NC1CCN(CC1)C1=C(C=NC2=CC=C(C=C12)C1=C(C(=CC(=C1F)F)C=NOC)O)C1=CC(=CC(=C1)C)F 2-[4-(4-aminopiperidin-1-yl)-3-(3-fluoro-5-methylphenyl)quinolin-6-yl]-3,4-difluoro-6-[(methoxyimino)methyl]phenol